ethyl 3-(3-(furan-2-carboxamido) phenyl)-3-oxopropanoate O1C(=CC=C1)C(=O)NC=1C=C(C=CC1)C(CC(=O)OCC)=O